4,4-dimethyl-5-((2-methylquinolin-4-yl)methyl)-3-phenyl-4,5-dihydroisoxazole CC1(C(=NOC1CC1=CC(=NC2=CC=CC=C12)C)C1=CC=CC=C1)C